[N+](=O)([O-])C([N+](=O)[O-])[N+](=O)[O-].[N+](=O)([O-])C([N+](=O)[O-])[N+](=O)[O-].NC1=NNC=C1C1=NN=C(N1N)N 3-amino-4-(4,5-diamino-1,2,4-triazol-3-yl)pyrazole bistrinitromethane salt